(S)-2-((5-(3-((2,7-diazaspiro[3.5]nonan-2-yl)methyl)pyrrolidin-1-yl)-1,2,4-Triazin-6-yl)oxy)-5-fluoro-N,N-diisopropylbenzamide C1N(CC12CCNCC2)C[C@H]2CN(CC2)C=2N=CN=NC2OC2=C(C(=O)N(C(C)C)C(C)C)C=C(C=C2)F